C(C)(C)C1=C(C(=CC(=C1)C(C)C)C(C)C)C1=C(C(=CC=C1)C1=C(C=C(C=C1C(C)C)C(C)C)C(C)C)P(C1CCCCC1)C1CCCCC1 2,6-bis(2,4,6-triisopropyl-phenyl)phenyl-dicyclohexylphosphine